2-aminoethyl acrylate hydrochloride Cl.C(C=C)(=O)OCCN